ClC1=C(C(=NN1CC)C1=NOC(=C1)C)C(=O)N1CC2(CN(C2)CCC(C)(C)C)CCC1 (5-Chloro-1-ethyl-3-(5-methylisoxazol-3-yl)-1H-pyrazol-4-yl)(2-(3,3-dimethylbutyl)-2,6-diazaspiro[3.5]nonan-6-yl)methanone